NC=1C(=C(C#N)C(=CC1Br)Cl)Br 3-amino-2,4-dibromo-6-chlorobenzonitrile